FC1=C(C2=CC=C(C(=C2C=C1)OC=1N=NC=CC1C1=NC(=NC=C1)N[C@@H]1CNC[C@H](C1)F)C)NS(=O)(=O)CCC N-(2-Fluoro-5-((4-(2-(((3S,5S)-5-fluoropiperidin-3-yl)amino)pyrimidin-4-yl)pyridazin-3-yl)oxy)-6-methylnaphthalen-1-yl)propane-1-sulfonamide